BrC=1C=CC=2N(C3=CC=C(C=C3OC2C1)Br)C1CN(C1)C 3,7-dibromo-10-(1-methylazetidin-3-yl)-10H-phenoxazine